BrC=1C=C(C=C(C1)NC(OC(C)(C)C)=O)NC(OC(C)(C)C)=O di-tert-butyl (5-bromobenzene-1,3-diyl)biscarbamate